NC1=NC=2C=NC(=CC2C2=C1C(=NN2C)C)C(=O)O 4-amino-1,3-dimethyl-1H-pyrazolo[4,3-c][1,7]naphthyridine-8-carboxylic acid